α-Ethynyladenosine C(#C)[C@@]1([C@H](O)[C@H](O)[C@@H](CO)O1)N1C=NC=2C(N)=NC=NC12